C1(CC1)OC1=C(N)C=C(C(=C1)OC1CN(C1)C(CCC)C)C 2-cyclopropoxy-5-methyl-4-(1-methyl-butylazetidin-3-yloxy)aniline